2-(3-(2,6-Dioxopiperidin-3-yl)-1H-indazol-1-yl)-N-(3-methylisothiazol-4-yl)-acetamide O=C1NC(CCC1C1=NN(C2=CC=CC=C12)CC(=O)NC=1C(=NSC1)C)=O